COC(=O)C1CC2=C(C=NC=C2)C1 6,7-dihydro-5H-cyclopenta[c]Pyridine-6-carboxylic acid methyl ester